FC1=CC=C(C=C1)S(=O)(=O)N1CC(C1)S(=O)(=O)N1C2=C(SCC1)C(=CN=C2)C2=CC=C(C#N)C=C2 4-(4-((1-((4-fluorophenyl)sulfonyl)azetidin-3-yl)sulfonyl)-3,4-dihydro-2H-pyrido[4,3-b][1,4]thiazin-8-yl)benzonitrile